NC1=CC=C(C(=O)[O-])C=C1 4-Aminobenzoate